CC1(CS(C1)(=O)=O)NC(=O)C1=NN2C(C=C(C=C2)OC2=NC=CC=C2OCC(F)(F)F)=C1 N-(3-Methyl-1,1-dioxidothietan-3-yl)-5-((3-(2,2,2-trifluoroethoxy)pyridin-2-yl)oxy)pyrazolo[1,5-a]pyridine-2-carboxamide